OC1=NC(=CC=C1[N+](=O)[O-])C(F)(F)F 2-hydroxy-3-nitro-6-trifluoromethylpyridine